4-chloro-2-fluoro-aniline ClC1=CC(=C(N)C=C1)F